C(=C\C1=CC=CC=C1)/C1=CC=C(C=C1)C1=CC=NC=C1 (E)-4-(4-styrylphenyl)pyridine